3-methoxy-N-(3-methoxyphenyl)-N-methylaniline COC=1C=C(N(C)C2=CC(=CC=C2)OC)C=CC1